3-[3-(2,6-dioxo-3-piperidyl)-1-methyl-indazol-7-yl]pyrrolidin O=C1NC(CCC1C1=NN(C2=C(C=CC=C12)C1CNCC1)C)=O